C1(CCCC1)=CB1OC(C(O1)(C)C)(C)C 2-(cyclopentylidenemethyl)-4,4,5,5-tetramethyl-1,3,2-dioxaborolane